4-[tert-butyl(dimethyl)silyl]oxy-2-methyl-hex-5-en-2-amine [Si](C)(C)(C(C)(C)C)OC(CC(C)(N)C)C=C